ethylene glycol tris(3-mercaptopropionate) SCCC(=O)O.SCCC(=O)O.SCCC(=O)O.C(CO)O